(7R,17E)-9-methyl-7-[(7-methyl-1H-indazol-5-yl)methyl]-6,15,25-trioxa-4,9,21,23-tetraazatetracyclo[17.6.2.21,4.022,26]nonacosa-17,19(27),20,22(26)-tetraen-5,8,24-trione CN1C([C@H](OC(N2CCC3(OC(NC=4N=CC(/C=C/COCCCCC1)=CC34)=O)CC2)=O)CC=2C=C3C=NNC3=C(C2)C)=O